C(C1=CC=CC=C1)NC(CC1=CC=C(C=N1)C1=CC=C(OCCCCCCCC(=O)NO)C=C1)=O 8-(4-(6-(2-(Benzylamino)-2-oxoethyl)pyridin-3-yl)phenoxy)-N-hydroxyoctanoic acid amide